C(C)(C)C=1C(=NC(=NC1)NC1=C(C=C(C(=C1)N)N(C)CCN(C)C)OC)N1CC(C2=NC(=CC=C21)C#C[Si](C)(C)C)(C)C isopropyl-2-((5-amino-4-((2-(dimethylamino)ethyl)(methyl)amino)-2-methoxyphenyl)amino)-4-(3,3-Dimethyl-5-((trimethylsilyl)ethynyl)-2,3-dihydro-1H-pyrrolo[3,2-b]pyridin-1-yl)pyrimidine